C(CCCC(=O)OC(C)(C)C)(=O)OOC(C)(C)C di-t-butyl peroxyglutarate